Benzyl rac-(3R,4S)-3-hydroxy-4-[(4-nitrophenyl)sulfonylamino]piperidine-1-carboxylate O[C@@H]1CN(CC[C@@H]1NS(=O)(=O)C1=CC=C(C=C1)[N+](=O)[O-])C(=O)OCC1=CC=CC=C1 |r|